4-chloro-5-[4-(3-ethoxy-2-hydroxy-benzyl)-piperazin-1-yl]-benzofuran-2-carboxylic acid ClC1=C(C=CC2=C1C=C(O2)C(=O)O)N2CCN(CC2)CC2=C(C(=CC=C2)OCC)O